C1(=CC=CC=C1)[C@H](CC)N (S)-1-phenyl-propylamine